(7S)-7-amino-7-[1-(4-fluorophenyl)-1H-pyrazol-3-yl]-1-isoxazol-3-ylheptan-1-one N[C@@H](CCCCCC(=O)C1=NOC=C1)C1=NN(C=C1)C1=CC=C(C=C1)F